9-Bromo-1,2,3,4-tetrahydropyrazino[1,2-b]indazole BrC1=CC2=C3N(N=C2C=C1)CCNC3